[F-].CN(C)P(=[N+](C)C)(N(C)C)N(C)C tris(dimethylamino)-N,N-dimethyl-λ5-phosphaniminium fluoride